ClC1=C(C(=CC=C1Cl)O)[C@H]1C[C@@H]2N(C(CN(C2)C(=O)[C@@H]2OCC[C@@H]2O)=O)C1 (7R,8aS)-7-(2,3-dichloro-6-hydroxyphenyl)-2-[(2R,3S)-3-hydroxyoxolane-2-carbonyl]-hexahydropyrrolo[1,2-a]pyrazin-4-one